ethyl-1,2-d 4-methylbenzenesulfonate CC1=CC=C(C=C1)S(=O)(=O)OC(C[2H])[2H]